N1C=C(C2=CC=CC=C12)C(=O)N indol-3-amide